5,5'-(2,5-bis(octyloxy)-1,4-phenylene)bis(2-bromo-3-decylthiophene) C(CCCCCCC)OC1=C(C=C(C(=C1)C1=CC(=C(S1)Br)CCCCCCCCCC)OCCCCCCCC)C1=CC(=C(S1)Br)CCCCCCCCCC